tert-butyl {2-chloro-4-[3-(5-methyl-1,3,4-oxadiazol-2-yl)phenoxy]phenyl}carbamate ClC1=C(C=CC(=C1)OC1=CC(=CC=C1)C=1OC(=NN1)C)NC(OC(C)(C)C)=O